FC1=C(OC2=C(C=C(C=C2)NC(C#C)=O)C2=CN(C(C(=C2)NC)=O)C)C=CC(=C1)F N-(4-(2,4-difluorophenoxy)-3-(1-methyl-5-(methylamino)-6-oxo-1,6-dihydropyridin-3-yl)phenyl)propiolamide